tert-butyl 4-((7-cyclopropoxy-4-hydroxyquinazolin-6-yl)oxy)piperidine-1-carboxylate C1(CC1)OC1=C(C=C2C(=NC=NC2=C1)O)OC1CCN(CC1)C(=O)OC(C)(C)C